BrCC(C(CCCCC#C)(C)C1=CC(=CC=C1)I)=O 1-bromo-3-(3-iodophenyl)-3-methylnon-8-yn-2-one